(1-methanesulfonylcyclopropyl)-N-(7-{8-methyl-1H,2H,3H-pyrido[2,3-b][1,4]oxazin-7-yl}-5H,6H,7H,8H-pyrido[3,4-d]pyrimidin-2-yl)pyridin-3-amine CS(=O)(=O)C1(CC1)C1=NC=CC=C1NC=1N=CC2=C(N1)CN(CC2)C2=C(C1=C(OCCN1)N=C2)C